1,3-dibromo-2,2-dimethoxy-propane BrCC(CBr)(OC)OC